tert-butyl 4-(6-bromo-4-methoxy-benzotriazol-2-yl)piperidine-1-carboxylate BrC=1C=C(C=2C(=NN(N2)C2CCN(CC2)C(=O)OC(C)(C)C)C1)OC